2-oxo-2H-chromen-6-yl 4-guanidinobenzoate hydrochloride Cl.N(C(=N)N)C1=CC=C(C(=O)OC=2C=C3C=CC(OC3=CC2)=O)C=C1